C(C)OC(C(C(=O)OCC)CCCCCCCCCCCCCCCC)=O.C1(=CC=CC=C1)N1C(=NC2=C1C=CC=C2)C2=CC(=CC(=C2)C2=NC1=C(N2C2=CC=CC=C2)C=CC=C1)C1=NC2=C(N1C1=CC=CC=C1)C=CC=C2 1,3,5-tris(1-phenyl-1H-benzimidazole-2-yl)benzene diethyl-2-hexadecylmalonate